(S)-4-(2-chloro-6-(3,5-dimethylisoxazol-4-yl)quinazolin-4-yl)-3-phenylpiperazin-1-Carboxylic acid tert-butyl ester C(C)(C)(C)OC(=O)N1C[C@@H](N(CC1)C1=NC(=NC2=CC=C(C=C12)C=1C(=NOC1C)C)Cl)C1=CC=CC=C1